FC=1C=CC(=NC1N1CCNC2(CC2)C1)C1=NC2=CC(=NC=C2C=C1)CNC(C1=CC(=C(C=C1)C)S(=O)(=O)CCO)=O N-((2-(5-fluoro-6-(4,7-diazaspiro[2.5]octan-7-yl)pyridin-2-yl)-1,6-naphthyridin-7-yl)methyl)-3-((2-hydroxyethyl)sulfonyl)-4-methylbenzamide